3-(methyl-d3)indazole butyl-3-(6-methoxypyridin-3-yl)-5-methylpiperidine-1-carboxylate C(CCC)OC(=O)N1CC(CC(C1)C)C=1C=NC(=CC1)OC.C(C1=NNC2=CC=CC=C12)([2H])([2H])[2H]